(S)-3-amino-4-hydroxy-N-(1-(m-tolyl)-1H-indazol-6-yl)butanamide hydrochloride Cl.N[C@@H](CC(=O)NC1=CC=C2C=NN(C2=C1)C=1C=C(C=CC1)C)CO